5-[2,4-bis[(3S)-3-methyl-4-morpholinyl]pyrido[2,3-d]pyrimidin-7-yl]-2-methoxy-benzenemethanol C[C@@H]1N(CCOC1)C=1N=C(C2=C(N1)N=C(C=C2)C=2C=CC(=C(C2)CO)OC)N2[C@H](COCC2)C